COC(=O)C1=NN(C(C=C1O)=O)C1=C(C(=CC=C1)C(N(C)C)=O)F 1-[3-(dimethylcarbamoyl)-2-fluoro-phenyl]-4-hydroxy-6-oxo-pyridazine-3-carboxylic acid methyl ester